C(C)(C)(C)OC(=O)N1CCC(CC1)C#CI 4-(2-iodoethynyl)piperidine-1-carboxylic acid tert-butyl ester